2-chloro-4-((4-(1-ethyl-4-(trifluoromethyl)-1H-imidazol-2-yl)benzyl)oxy)-5-methoxypyrimidine ClC1=NC=C(C(=N1)OCC1=CC=C(C=C1)C=1N(C=C(N1)C(F)(F)F)CC)OC